3-(3,5-diethylphenyl)-5-methyl-pyrazol-4-ol C(C)C=1C=C(C=C(C1)CC)C1=NNC(=C1O)C